2-(1-Acetylazetidin-3-yl)-N-(3-chloro-2-methylphenyl)-6-({[2-(trifluoromethyl)phenyl]carbonyl}amino)-1H-benzoimidazole-4-carboxamide C(C)(=O)N1CC(C1)C1=NC2=C(N1)C=C(C=C2C(=O)NC2=C(C(=CC=C2)Cl)C)NC(=O)C2=C(C=CC=C2)C(F)(F)F